(R)-6-((2-(1-hydroxyethyl)thiazol-4-yl)sulfonyl)-2-((6-methylpyridin-2-yl)methyl)phthalazin-1(2H)-one O[C@H](C)C=1SC=C(N1)S(=O)(=O)C=1C=C2C=NN(C(C2=CC1)=O)CC1=NC(=CC=C1)C